BrC1=C(C(=O)O)C=C(C=C1O)C#N 2-Bromo-5-cyano-3-hydroxybenzoic acid